C1(=CC=CC=C1)C=1C=C(C=NC1)B(O)O (5-phenylpyridin-3-yl)boronic acid